BrC1=C(OC=CCOC2=C(C=C(C=C2C)F)Br)C(=CC(=C1)F)C 1,3-bis(2-bromo-4-fluoro-6-methylphenoxy)propaneN